racemic-N-(chroman-4-yl)-5-fluoro-2-methoxy-N-methylnicotinamide O1CC[C@H](C2=CC=CC=C12)N(C(C1=C(N=CC(=C1)F)OC)=O)C |r|